isononanoic acid vinyl ester C(=C)OC(CCCCCC(C)C)=O